N6-cyclopropyl-5-fluoro-N4-[[4-(1H-tetrazol-5-ylmethyl)phenyl]methyl]-N6-[[4-(trifluoromethyl)phenyl]methyl]pyrimidine-4,6-diamine C1(CC1)N(C1=C(C(=NC=N1)NCC1=CC=C(C=C1)CC1=NN=NN1)F)CC1=CC=C(C=C1)C(F)(F)F